C(C)(=O)OC1C=C(C(C(C1)(C)CC)C(=O)OC)C methyl 4-acetoxy-6-ethyl-2,6-dimethylcyclohex-2-ene-1-carboxylate